2,4-bis(diisocyanatot-butyl)toluene tert-butyl-4-(1-(2,6-dioxopiperidin-3-yl)-3-methyl-2-oxo-2,3-dihydro-1H-benzo[d]imidazol-5-yl)piperazine-1-carboxylate C(C)(C)(C)OC(=O)N1CCN(CC1)C1=CC2=C(N(C(N2C)=O)C2C(NC(CC2)=O)=O)C=C1.N(=C=O)C(C(C)(C)C1=C(C)C=CC(=C1)C(C(N=C=O)N=C=O)(C)C)N=C=O